BrC=1C=C(C=C(C1)OCC(F)F)S(=O)(=O)N(C)C 3-bromo-5-(2,2-difluoroethoxy)-N,N-dimethylbenzenesulfonamide